C(C=C)(=O)N1CC2(C1)CN(CC2)C=2C=NC=CC2C2=CC(=C(CNC(=O)C1=NOC(=N1)C(C)(C)C)C=C2)C N-(4-(3-(2-propenoyl-2,6-diazaspiro[3.4]octane-6-yl)pyridin-4-yl)-2-methylbenzyl)-5-(tert-butyl)-1,2,4-oxadiazole-3-carboxamide